OC1=C(CNCCC2=C3C(OC=C3)=C(C3=C2OC=C3)Br)C=CC=C1 N-(2-hydroxybenzyl)-1-(8-bromobenzo[1,2-B:4,5-B']difuran-4-yl)-2-aminoethane